[Cl-].[Cl-].CC1=C(C(=C(C1([Ti+2]OC1=C(C=CC=C1C(C)C)C(C)C)C)C)C)C pentamethylcyclopentadienyl-(2,6-diisopropylphenoxy)-titanium dichloride